5-(3,5-bis{m-[m-(3-pyridyl)phenyl]phenyl}phenyl)pyrimidine N1=CC(=CC=C1)C=1C=C(C=CC1)C=1C=C(C=CC1)C=1C=C(C=C(C1)C1=CC(=CC=C1)C1=CC(=CC=C1)C=1C=NC=CC1)C=1C=NC=NC1